C1OCCN2C1CN(CC2)CC=2C=C(C=C1C=CC=NC21)OC 8-((hexahydropyrazino[2,1-c][1,4]oxazin-8(1H)-yl)methyl)-6-methoxyquinolin